1-cyclobutylformylpyrrolidine C1(CCC1)C(=O)N1CCCC1